2-(3,5-dimethoxyphenoxy)-6-(3-fluorophenyl)pyrazine COC=1C=C(OC2=NC(=CN=C2)C2=CC(=CC=C2)F)C=C(C1)OC